C(C)(C)(C)OC(N[C@H]1CN(CC1)C1=NN(C2=C1C=NC(=C2)Cl)CC2(CCCC2)CO[Si](C)(C)C(C)(C)C)=O tert-butyl-(R)-(1-(1-((1-(((tert-butyldimethylsilyl)oxy) methyl)cyclopentyl)methyl)-6-chloro-1H-pyrazolo[4,3-c]pyridin-3-yl)pyrrolidin-3-yl)carbamate